cyclobutoxy-6-(methoxycarbonyl)pyridine-4-carboxylic acid C1(CCC1)OC1=NC(=CC(=C1)C(=O)O)C(=O)OC